N-(4-oxido-1,4λ6-oxathian-4-ylidene)-6-(5-(trifluoromethyl)-1,2,4-oxadiazol-3-yl)nicotinamide O=S1(CCOCC1)=NC(C1=CN=C(C=C1)C1=NOC(=N1)C(F)(F)F)=O